N-((4-bromoisoquinolin-1-yl)methyl)-5,6,7,8-tetrahydroquinolin-8-amine BrC1=CN=C(C2=CC=CC=C12)CNC1CCCC=2C=CC=NC12